N-{4-[1-(2-chlorophenyl)-1H-[1,2,3]triazol-4-yl]phenyl}-2-(1,3-dimethyl-2,6-dioxo-1,2,3,6-tetrahydropurin-7-yl)acetamide ClC1=C(C=CC=C1)N1N=NC(=C1)C1=CC=C(C=C1)NC(CN1C=NC=2N(C(N(C(C12)=O)C)=O)C)=O